N-(3-acetyl-1-(2-((2-((3-chloro-2-fluorobenzyl)amino)-2-oxoethyl)(cyclopropyl)amino)-2-oxoethyl)-1H-indazol-5-yl)piperidine-1-carboxamide C(C)(=O)C1=NN(C2=CC=C(C=C12)NC(=O)N1CCCCC1)CC(=O)N(C1CC1)CC(=O)NCC1=C(C(=CC=C1)Cl)F